1-[(3S*,4R*)-4-(2,6-difluoro-4-methoxy-phenyl)-2-oxo-pyrrolidin-3-yl]-3-(4-hydroxy-phenyl)urea FC1=C(C(=CC(=C1)OC)F)[C@H]1[C@@H](C(NC1)=O)NC(=O)NC1=CC=C(C=C1)O |o1:10,11|